ClC=1C=C(C=C(C1)Cl)C1(CC(=NO1)C=1C(=C(C(=O)O)C=CC1)C)C(F)(F)F (5-(3,5-dichlorophenyl)-5-(trifluoromethyl)-4,5-dihydro-isoxazol-3-yl)-2-methylbenzoic acid